[[((2-phenylethyl)methyl)hydroxyphosphinyl]oxy]pentanedioic acid C1(=CC=CC=C1)CCCP(=O)(OC(C(=O)O)CCC(=O)O)O